FC1=C(C=CC(=C1)F)C1=C(C=C2C(NC(NC2=C1I)=O)=O)C(F)(F)F 7-(2,4-difluorophenyl)-8-iodo-6-(trifluoromethyl)quinazoline-2,4(1H,3H)-dione